6-(4-tert-butyl-phenyl)-2-{1-[methoxycarbonylmethyl-(4-methylphenylsulfonyl)-amino]-ethyl}-nicotinic acid methyl ester COC(C1=C(N=C(C=C1)C1=CC=C(C=C1)C(C)(C)C)C(C)N(S(=O)(=O)C1=CC=C(C=C1)C)CC(=O)OC)=O